FC1=C(C=CC(=C1F)C=1C(=NNC1)C)C1=CN=C2N1C=CN=C2NC2=CC(=C(C(=O)NCC1CC[N+](CC1)(C)CC(=O)O)C=C2)CC 2-[4-[[[4-[[3-[2,3-difluoro-4-(3-methyl-1H-pyrazol-4-yl)phenyl]imidazo[1,2-a]pyrazin-8-yl]amino]-2-ethyl-benzoyl]amino]methyl]-1-methyl-piperidin-1-ium-1-yl]acetic acid